C1(=CC=CC=C1)P(C1=NC2=CC=C(C=C2C(=C1)C(F)F)C(F)(F)F)C1=CC=CC=C1 diphenyl-(6-trifluoromethyl-4-difluoromethyl-quinolin-2-yl)phosphorus